BrC=1C=CC=2C3(C4=CC=CC=C4C2C1)C1=CC=CC=C1C=1C=CC=CC13 3-bromo-9,9'-spirobifluorene